(Sa)-methyl-6-(((benzyloxy)carbonyl)amino)-spiro[3.3]heptane ethyl-4-(tert-butoxycarbonylamino)-6-(2-tetrahydropyran-4-ylethynyl)pyridine-3-carboxylate C(C)OC(=O)C=1C=NC(=CC1NC(=O)OC(C)(C)C)C#CC1CCOCC1.CC1CCC12CC(C2)NC(=O)OCC2=CC=CC=C2